Cl.N[C@H](C(=O)O[C@@H](C(=O)N(C)C)C(C)C)CC1=CC(=CC=C1)S(=O)(=O)N1CC(C1)(OC1=C(C(=C(C(=C1[2H])[2H])[2H])[2H])[2H])C1=CC=CC=C1 (2R)-1-(Dimethylamino)-3-methyl-1-oxobutan-2-yl (2S)-2-amino-3-(3-{3-phenyl-3-[(2H5)phenyloxy]azetidin-1-sulfonyl}phenyl)propanoate monohydrochloride